N-(6-bromopyridin-2-yl)pivalic amide BrC1=CC=CC(=N1)NC(C(C)(C)C)=O